6-chloro-N-{4-[2-(4-chloro-3-fluorophenoxy)acetamido]bicyclo[2.1.1]hexan-1-yl}-4-oxo-3,4-dihydro-2H-1-benzopyran-2-carboxamide ClC=1C=CC2=C(C(CC(O2)C(=O)NC23CCC(C2)(C3)NC(COC3=CC(=C(C=C3)Cl)F)=O)=O)C1